C(#N)N1CC(CC1)C(=O)NC=1SC(=NN1)CC 1-cyano-N-(5-ethyl-1,3,4-thiadiazol-2-yl)pyrrolidine-3-carboxamide